2-amino-1-(4-cyclobutylphenyl)ethanol NCC(O)C1=CC=C(C=C1)C1CCC1